FC(C=1C=C(C=NC1)OCC1[C@H]2CN(C[C@@H]12)C(=O)OC(C)(C)C)(F)F tert-butyl (1R,5S,6S)-6-({[5-(trifluoromethyl)pyridin-3-yl]oxy}methyl)-3-azabicyclo[3.1.0]hexane-3-carboxylate